ClC1=CC=C2CCC(C2=C1F)=O 6-chloro-7-fluoro-2,3-dihydro-1H-inden-1-one